4-methoxy-5-(morpholin-4-yl)-2H-indazole-7-carboxamide COC=1C2=CNN=C2C(=CC1N1CCOCC1)C(=O)N